C(C)OC1=C(C=C2C(=NC=NC2=C1)C=1C(=NN(C1)C)C1=CC=CC=C1)NC(=O)C12CN(CC2C1)C N-(7-ethoxy-4-(1-methyl-3-phenyl-1H-pyrazol-4-yl)quinazolin-6-yl)-3-methyl-3-azabicyclo[3.1.0]hexane-1-carboxamide